BrC1=CC2=C(C(=NO2)N(S(=O)(=O)C2=C(C=CC=C2OC)OC)CC2=C(C=C(C=C2)OC)OC)C(=C1)OC N-(6-bromo-4-methoxy-1,2-benzoxazol-3-yl)-N-[(2,4-dimethoxyphenyl)methyl]-2,6-Dimethoxybenzene-1-sulfonamide